CC1=CC=CC(=N1)C1=NN(C=C1C1=CC(=NC=C1)C1=NC2=C(N1)CN(C2)S(=O)(=O)C)CC2CC(C2)O 3-((3-(6-Methylpyridin-2-yl)-4-(2-(5-(methylsulfonyl)-1,4,5,6-tetrahydropyrrolo[3,4-d]imidazol-2-yl)pyridin-4-yl)-1H-pyrazol-1-yl)methyl)cyclobutanol